5,6-dichloro-1-(1-(2,4-dimethylbenzyl)piperidin-4-yl)-3-(2-morpholinoethyl)-1,3-dihydro-2H-benzo[d]imidazol-2-one ClC1=CC2=C(N(C(N2CCN2CCOCC2)=O)C2CCN(CC2)CC2=C(C=C(C=C2)C)C)C=C1Cl